FC=1C=CC(=NC1)NC(CN1C=2N(C3=C(C1=O)C=CC(=N3)C(F)(F)F)N=C(C2)C=2C=NC(=CC2)C)=O N-(5-Fluoropyridin-2-yl)-2-(2-(6-methylpyridin-3-yl)-5-oxo-8-(trifluoromethyl)pyrazolo[1,5-a]pyrido[3,2-e]pyrimidin-4(5H)-yl)acetamide